(2S)-N-[(1S)-2-[4-(chloromethyl)anilino]-1-methyl-2-oxo-ethyl]-2-[3-(2,5-dioxopyrrol-1-yl)propanoylamino]-3-methyl-butanamide ClCC1=CC=C(NC([C@H](C)NC([C@H](C(C)C)NC(CCN2C(C=CC2=O)=O)=O)=O)=O)C=C1